C[C@H]1[C@@H]2CN3CCC4=C([C@H]3C[C@@H]2C(=CO1)C(=O)OC)NC5=CC=CC=C45 The molecule is a monoterpenoid indole alkaloid with formula C21H24N2O3, isolated from Vinca sardoa and Uncaria rhynchophylla. It has a role as a plant metabolite. It is a monoterpenoid indole alkaloid, a methyl ester and an organic heteropentacyclic compound.